(E)-2-(3-(2-cyano-2-(6-methoxy-3H-imidazo[4,5-c]pyridin-2-yl)vinyl)-2,5-dimethyl-1H-pyrrol-1-yl)-methylthiophene-3-carbonitrile C(#N)\C(=C/C1=C(N(C(=C1)C)C=1SC=C(C1C#N)C)C)\C1=NC2=C(C=NC(=C2)OC)N1